FC1(C2(CCN(CC12)C(=O)OC(C)(C)C)O[Si](C)(C)C)F tert-butyl 7,7-difluoro-6-((trimethylsilyl) oxy)-3-azabicyclo[4.1.0]heptane-3-carboxylate